[GeH3][GeH3] Germanyl-German